(1r,3r)-3-(5-chlorobenzo[d]thiazol-4-yl)cyclobutan-1-ol ClC=1C=CC2=C(N=CS2)C1C1CC(C1)O